FC1=NC(=C2N=CN(C2=N1)C1OCC1)NCC1=CC=CC=C1 2-fluoro-6-benzylamino-9-(oxetan-2-yl)-9H-purine